OC1=CC=C(C2=CC=CC=C12)N 1-hydroxy-4-aminonaphthalene